FC=1C=C(C=C(C1)F)CCNC(C(C=1C=NC=CC1)N(C(=O)[C@@H]1N(C[C@@H](C1)OC)C(=O)OCC1=CC=CC=C1)C1=CC=C(C=C1)S(F)(F)(F)(F)F)=O benzyl (2R,4R)-2-[[2-[2-(3,5-difluorophenyl)ethylamino]-2-oxo-1-(3-pyridyl)ethyl]-[4-(pentafluoro-λ6-sulfanyl)phenyl]carbamoyl]-4-methoxy-pyrrolidine-1-carboxylate